Trans-4-(2-((R)-4-(2-chloro-3-fluorophenyl)-3-methylpiperazin-1-yl)ethyl)cyclohexane-1-amine ClC1=C(C=CC=C1F)N1[C@@H](CN(CC1)CC[C@@H]1CC[C@H](CC1)N)C